1-(5-(2-fluorophenyl)-1-((3-(4-methylpiperazin-1-yl)phenyl)sulfonyl)-1H-pyrrol-3-yl)-N-methylmethanamine hydrochloride Cl.FC1=C(C=CC=C1)C1=CC(=CN1S(=O)(=O)C1=CC(=CC=C1)N1CCN(CC1)C)CNC